(S)-N-(8-(2-chloro-5-fluorophenyl)-3-(hydroxymethyl)-6-oxo-5,6,7,8-tetrahydroimidazo[1,5-a]pyrazin-1-yl)-3-fluoro-5-(trifluoromethyl)benzamide ClC1=C(C=C(C=C1)F)[C@H]1C=2N(CC(N1)=O)C(=NC2NC(C2=CC(=CC(=C2)C(F)(F)F)F)=O)CO